[Cl-].C(C1=CC=CC=C1)[N+](CCCCCCCCCCCCCCCCCC)(CC(C)O)CC(C)O benzylbis(2-hydroxypropyl)octadecylammonium chloride